1-bromo-4-hexylbenzene BrC1=CC=C(C=C1)CCCCCC